C(C)(C)(C)OC(=O)N=S(=O)(CC)C=1C=CC(=C(C1)C=1N(C2=CC=CC=C2C1)C(=O)OC(C)(C)C)N1CC(C1)(C(F)(F)F)C#N tert-butyl 2-(5-(N-(tert-butoxycarbonyl)ethylsulfonimidoyl)-2-(3-cyano-3-(trifluoromethyl)azetidin-1-yl)phenyl)-1H-indole-1-carboxylate